C(C=C)(=O)OCCC1=C(C=CC=C1)OP(=O)([O-])[O-] acrylyloxyethylphenylhydrogenphosphate